[4-[[3-[(4-chlorophenyl)methyl]-1,2,4-thiadiazol-5-yl]oxy]-2,5-dimethylphenyl]-N-ethyl-N-methylformamidine ClC1=CC=C(C=C1)CC1=NSC(=N1)OC1=CC(=C(C=C1C)C(=N)N(C)CC)C